FC=1C(=CC(=C(C1)N1C(C=CC2=CC(=CC=C12)S(=O)(=O)NC1=NOC=C1)=O)OC)C1CC(C1)OC(F)(F)F (P)-1-(5-fluoro-2-methoxy-4-(3-(trifluoromethoxy)cyclobutyl)phenyl)-N-(isoxazol-3-yl)-2-oxo-1,2-dihydroquinoline-6-sulfonamide